ClC=1C(=CC(=NC1)NC(CC=1C=NC=CC1)=O)C1=C2N(N=C1)CC(C2)(C)C N-(5-chloro-4-(5,5-dimethyl-5,6-dihydro-4H-pyrrolo[1,2-b]pyrazol-3-yl)pyridin-2-yl)-2-(pyridin-3-yl)acetamide